[2-amino-4-(methoxycarbonyl)phenyl]boronic acid hydrochloride Cl.NC1=C(C=CC(=C1)C(=O)OC)B(O)O